C(C)S(=O)(=O)C1=CC=C(C=C1)CC(=O)NC1=CC=C(C=C1)C1=NC2=C(N1CC1=NC=CC=C1)C=C(C=C2)C 2-(4-(ethylsulfonyl)phenyl)-N-(4-(6-methyl-1-(pyridin-2-ylmethyl)-1H-benzo[d]imidazol-2-yl)phenyl)acetamide